N-benzyl-N-allylammonium C(C1=CC=CC=C1)[NH2+]CC=C